3,3,3-trifluoro-propanamide FC(CC(=O)N)(F)F